NC1=NC(=NC=C1C#N)SC 4-amino-2-(methylthio)pyrimidine-5-carbonitrile